hexahydro-4,6-methanocyclopenta[d][1,3]oxazin-2(1H)-one N1C(OC2C3C1CC(C3)C2)=O